3-(azetidin-3-yl)-4-isopropylpyridine N1CC(C1)C=1C=NC=CC1C(C)C